4-(((5-chloropyridin-3-yl)methyl)amino)-6-(3,5-dimethylisoxazol-4-yl)-N-(1-methylazetidin-3-yl)quinazoline-2-carboxamide ClC=1C=C(C=NC1)CNC1=NC(=NC2=CC=C(C=C12)C=1C(=NOC1C)C)C(=O)NC1CN(C1)C